ClC1=CC2=C(N=CN=C2)N(C1=O)C(C)C 6-chloro-8-isopropyl-7-oxo-pyrido[2,3-d]pyrimidin